(E)-3-(4-((4-((3-(diethylamino)propyl)amino)-6-phenyl-1,3,5-triazine-2-Yl)amino)-2-methoxyphenyl)-2-phenylacetonitrile C(C)N(CCCNC1=NC(=NC(=N1)C1=CC=CC=C1)NC1=CC(=C(C=C1)C=1C=C(C=CC1)CC#N)OC)CC